1,2-dimethyl 4-bromo-3-{[(7R)-8-(tert-butoxycarbonyl)-1,4-dioxa-8-azaspiro[4.5]decan-7-yl]methoxy}phthalate BrC=1C(=C(C(C(=O)OC)=CC1)C(=O)OC)OC[C@H]1CC2(OCCO2)CCN1C(=O)OC(C)(C)C